FC1=CC(=C(C=C1)C1=CC=C(N=N1)N(C1CC(NC(C1)(C)C)(C)C)C)OC 6-(4-Fluoro-2-methoxyphenyl)-N-methyl-N-(2,2,6,6-tetramethylpiperidin-4-yl)pyridazin-3-amine